(2S)-2-(4,5-dichloro-6-oxo-pyridazin-1-yl)-N-[3-[2-(2-pyridyl)ethylsulfamoyl]-4-(trifluoromethyl)phenyl]propanamide ClC=1C=NN(C(C1Cl)=O)[C@H](C(=O)NC1=CC(=C(C=C1)C(F)(F)F)S(NCCC1=NC=CC=C1)(=O)=O)C